C(#N)C1(CCN(CC1)C([C@H](CCCN[C@H]1[C@@H](C1)C1=CC=C(C=C1)F)NC(C1=CC=C(C=C1)N1N=NC=C1)=O)=O)F N-[(2S)-1-(4-cyano-4-fluoropiperidin-1-yl)-5-[[(1R,2S)-2-(4-fluorophenyl)cyclopropyl]amino]-1-oxopentan-2-yl]-4-(1H-1,2,3-triazol-1-yl)benzamide